tert-butyl (R)-3-((6-chloro-1H-pyrazolo[3,4-b]pyrazin-1-yl)methyl)piperidine-1-carboxylate ClC1=CN=C2C(=N1)N(N=C2)C[C@H]2CN(CCC2)C(=O)OC(C)(C)C